NC1CN(CC1)C1=NC(=NC2=CC(=CC=C12)N(C(C=C)=O)C)C N-(4-(3-aminopyrrolidin-1-yl)-2-methylquinazolin-7-yl)-N-methylacrylamide